OC=1C=C(C=C(C1)O)\C=C\C1=CC=C(C=C1)O trans-3,4',5-trihydroxystilbene